2,8-dimethyl-5-oxo-1,4,5,6-tetrahydro-1,6-naphthyridin-3-carboxylate CC=1NC=2C(=CNC(C2CC1C(=O)[O-])=O)C